CN(C(C)(C)C1CNCCO1)C N,N-dimethyl-2-(morpholin-2-yl)propan-2-amine